ClC1=CN=NC2=C(C=C(C=C12)C(F)(F)F)C(F)(F)F 4-Chloro-6,8-bis(trifluoromethyl)cinnoline